C(C=C)(=O)N1C[C@@H](N(CC1)C=1C2=C(N(C(N1)=O)C1=C(C=CC=C1)C(C)C)N=C(C(=C2)Cl)C=2C(=NC=CC2)OC)C (S)-4-(4-acryloyl-2-methylpiperazin-1-yl)-6-chloro-1-(2-isopropylphenyl)-7-(2-methoxypyridin-3-yl)pyrido[2,3-d]pyrimidin-2(1H)-one